2-((3-chlorophenyl)amino)thiazole-4-thiocarboxamide ClC=1C=C(C=CC1)NC=1SC=C(N1)C(N)=S